FC1=C(C=CC(=C1)F)C1=NN(C=C1C1=CC=NC=C1)C 4-[3-(2,4-difluorophenyl)-1-methylpyrazol-4-yl]pyridine